1-(4-Chloro-2-fluorobenzyl)-5-(4-methoxyphenyl)-2(1H)-pyridinone ClC1=CC(=C(CN2C(C=CC(=C2)C2=CC=C(C=C2)OC)=O)C=C1)F